[In].[In].CC1C=C(C(CC1)C)C=CC(C)=O 4-(3,6-dimethylcyclohexen-1-yl)but-3-en-2-one Indium-indium